1,2,3-trimethylimidazolium hydrogensulfate S(=O)(=O)(O)[O-].CN1C(=[N+](C=C1)C)C